2,4-dichloroimidazo[1,5-b]pyridazine ClC=1C=C(C=2N(N1)C=NC2)Cl